C(CCCCCCCCCCCCC)(=O)OCCCCCCCCCCCCC n-tridecyl myristate